(3R)-4-{3,7-dichloro-[1,2]thiazolo[4,5-b]pyridin-5-yl}-3-methylmorpholine ClC1=NSC=2C1=NC(=CC2Cl)N2[C@@H](COCC2)C